vinylpyrrol-idone C(=C)C1C([N-]C=C1)=O